[Na+].[O-]P([O-])(=O)OP(=O)([O-])[O-].[Na+].[Na+].[Na+] diphosphate sodium salt